CN1CC2(C1)CC(C2)N2N=CC(=C2)N 1-(2-methyl-2-azaspiro[3.3]heptan-6-yl)-1H-pyrazol-4-amine